N[C@H](C(=O)O)CCCCNC(CCC1=NC=CC=C1)=O (2S)-2-amino-6-[3-(2-pyridyl)propanoylamino]hexanoic acid